11-ethyl-9-oxo-1-azatricyclo[6.3.1.04,12]dodeca-2,4(12),5,7-tetraene-2-carboxylic acid methyl ester COC(=O)C=1N2C(CC(C3=CC=CC(C1)=C23)=O)CC